Racemic-(R)-6-(tetrahydrofuran-3-yl)quinoline-4-carboxylic acid O1C[C@H](CC1)C=1C=C2C(=CC=NC2=CC1)C(=O)O |r|